5-Chloro-2-(3,3-difluorocyclobutyl)-4-[4-(trifluoromethyl)cyclohexen-1-yl]pyridine ClC=1C(=CC(=NC1)C1CC(C1)(F)F)C1=CCC(CC1)C(F)(F)F